COC(C1CCN(CC1)C1=CC=C(C=C1)C1=CCOC2=C1C=CC(=C2)O)OC 4-(4-(4-(dimethoxymethyl)piperidin-1-yl)phenyl)benzopyran-7-ol